N[C@@H]([C@@H](C)CC)C(=O)O Z-isoleucine